(2,6-Dichloropyridin-4-yl)methyl (3-chlorophenethyl)glycinate hydrochloride Cl.ClC=1C=C(CCNCC(=O)OCC2=CC(=NC(=C2)Cl)Cl)C=CC1